N1(CCCC1)CC1=CC=C(S1)C1=CC=C(CC2=C(C(=O)N)C=CC=C2)C=C1 (4-(5-(pyrrolidin-1-ylmethyl)thiophen-2-yl)benzyl)benzamide